1-(1H-Benzoimidazol-5-yl)-4-(cyclopentylimino)-5-(1H-indol-5-yl)-imidazolidin-2-one N1C=NC2=C1C=CC(=C2)N2C(NC(C2C=2C=C1C=CNC1=CC2)=NC2CCCC2)=O